bis[(3-ethyl-3-oxetylmethoxy)methyl]biphenyl C(C)C1(COC1)COCC1=CC=C(C=C1)C1=CC=C(C=C1)COCC1(COC1)CC